C(CCCCCCC)N(CCO)C N-octyl-N-hydroxyethylmethylamine